1-(1,3-dihydro-2H-isoindol-2-yl)-3-(phenylsulfanyl)propan-1-one C1N(CC2=CC=CC=C12)C(CCSC1=CC=CC=C1)=O